OCC1(CC1)CN1CC(C1)O 1-((1-(Hydroxymethyl)cyclopropyl)methyl)azetidin-3-ol